3-(4-amino-3-methyl-1H-pyrazol-1-yl)cyclobutane-1-carbonitrile NC=1C(=NN(C1)C1CC(C1)C#N)C